7,7,9,9-tetramethyl-1,3,8-triazaspiro[4.5]decane-2,4-dione CC1(CC2(C(NC(N2)=O)=O)CC(N1)(C)C)C